tert-butyl (3-(4-chloro-5-fluoro-1H-indol-7-yl)-1-hydroxybutan-2-yl)carbamate ClC1=C2C=CNC2=C(C=C1F)C(C(CO)NC(OC(C)(C)C)=O)C